1-(pyridin-3-ylsulfonyl)azetidine-3-carboxylic acid lithium [Li].N1=CC(=CC=C1)S(=O)(=O)N1CC(C1)C(=O)O